C(CCCCCCCCC)(=O)N[C@@H](CN1C(C2=CC=C(C=C2C1=O)C(=O)O)=O)C(=O)NCCCCCC (S)-2-(2-decanamido-3-(hexylamino)-3-oxopropyl)-1,3-dioxoisoindoline-5-carboxylic acid